C(C)C=1N=C2N(C=C(C=C2)N2CCNCC2)C1N(C=1SC(=C(N1)C1=CC=C(C=C1)F)C#N)C 2-[(2-Ethyl-6-piperazin-1-yl-imidazo[1,2-a]pyridin-3-yl)-methyl-amino]-4-(4-fluoro-phenyl)-thiazole-5-carbonitrile